C1(=CC=CC=C1)[Sn](C1=CC=CC=C1)(Cl)Cl Diphenyl-tin dichloride